CC1=CC=C(O1)C1=NN=C2N1N=C(C=C2)C2=CC(=CC=C2)[N+](=O)[O-] 3-(5-methylfuran-2-yl)-6-(3-nitrophenyl)-[1,2,4]triazolo[4,3-b]pyridazine